2-[4,7-dichloro-6-[4-[(3S,4S)-1-ethyl-3-fluoro-4-piperidinyl]phenyl]indazol-2-yl]-2-[(6R)-6-fluoro-6,7-dihydro-5H-pyrrolo[1,2-c]imidazol-1-yl]acetic acid ethyl ester C(C)OC(C(C1=C2N(C=N1)C[C@@H](C2)F)N2N=C1C(=C(C=C(C1=C2)Cl)C2=CC=C(C=C2)[C@H]2[C@@H](CN(CC2)CC)F)Cl)=O